OCCC(C(=O)O)=C.C(C=C)(=O)OO hydroxy acrylate (hydroxyethyl acrylate)